Cl.Cl.N[C@H](C)[C@@H]1CC[C@H](CC1)C(=O)NC1=CC=NC=C1 trans-4-[(1R)-1-aminoethyl]-N-4-pyridylcyclohexanecarboxamide dihydrochloride